N-((3S,4R)-4-(3-((2-((3S,4R)-3-fluoro-4-methoxypiperidin-1-yl)pyrimidin-4-yl)amino)-8-(3-((methylsulfonyl)methyl)azetidin-1-yl)isoquinolin-5-yl)tetrahydrofuran-3-yl)but-2-ynamide F[C@H]1CN(CC[C@H]1OC)C1=NC=CC(=N1)NC=1N=CC2=C(C=CC(=C2C1)[C@@H]1[C@@H](COC1)NC(C#CC)=O)N1CC(C1)CS(=O)(=O)C